NC1=NC=CC2=C1C(=CN2C2CC2)C2=CC=C(C=1N2C=CN1)NC(=O)NC1=CC(=C(C=C1)OC1CCN(CC1)C)C(F)(F)F 1-(5-(4-AMINO-1-CYCLOPROPYL-1H-PYRROLO[3,2-C]PYRIDIN-3-YL)IMIDAZO[1,2-A]PYRIDIN-8-YL)-3-(4-((1-METHYLPIPERIDIN-4-YL)OXY)-3-(TRIFLUOROMETHYL)PHENYL)UREA